2-(2-isopropylphenyl)-5-methoxy-4-((4-(1-methyl-4-(trifluoromethyl)-1H-imidazol-2-yl)benzyl)oxy)pyrimidine C(C)(C)C1=C(C=CC=C1)C1=NC=C(C(=N1)OCC1=CC=C(C=C1)C=1N(C=C(N1)C(F)(F)F)C)OC